CC1=CC=C(OCC2C3C=CC(C2)C3=O)C=C1 5-(p-methylphenoxymethyl)-7-oxo-bicyclo[2.2.1]Hept-2-ene